2-{3-[(1,7-naphthyridin-8-yl)amino]bicyclo[1.1.1]pentan-1-yl}propanamide N1=CC=CC2=CC=NC(=C12)NC12CC(C1)(C2)C(C(=O)N)C